1-(3-Nitrophenyl)azepane [N+](=O)([O-])C=1C=C(C=CC1)N1CCCCCC1